N1(CCCC1)C1=NC=C(C(=O)OC)C=C1 methyl 6-(pyrrolidin-1-yl)nicotinate